4-((Cyclohexanylmethyl)amino)-2-(((S)-2,3,4,5-tetrahydro-3-hydroxybenzo[b][1,4]oxazepin-7-yl)amino)pyrimidine-5-carboxamide C1(CCCCC1)CNC1=NC(=NC=C1C(=O)N)NC1=CC2=C(OC[C@H](CN2)O)C=C1